ClC1=C(C=CC(=C1)C)C1=CC(=C(C=C1)NC(CCN1CCOCC1)=O)C(=O)O 2'-chloro-4'-methyl-4-(3-morpholinopropionamido)-[1,1'-biphenyl]-3-carboxylic acid